OC1=CC=C(C=C1)OC1=CC=C(C=C1)O Bis(4-hydroxyphenyl)ether